S1C(=CC=C1)CN(C([C@H](CCCCNC(=O)C=1SC=CC1)NC(OC(C)(C)C)=O)=O)CC=1SC=CC1 tert-butyl {(2S)-1-[bis(2-thienylmethyl)amino]-1-oxo-6-[(2-thienylcarbonyl)amino]hexan-2-yl}carbamate